N-(5-carbamoyl-thiophen-3-yl)-2-(4,4-difluoroazepan-1-yl)-7-fluoroquinoline-3-carboxamide C(N)(=O)C1=CC(=CS1)NC(=O)C=1C(=NC2=CC(=CC=C2C1)F)N1CCC(CCC1)(F)F